COC=1C(=CN(C1C1=C(C=C(C=C1F)F)F)S(=O)(=O)C=1C=NC(=CC1)C(F)(F)F)C(=O)OC methyl 4-methoxy-1-((6-(trifluoromethyl)pyridin-3-yl)sulfonyl)-5-(2,4,6-trifluorophenyl)-1H-pyrrole-3-carboxylate